ClC1=C(OCC2=NC=CC(=C2)OC2CCN(CC2)CC2=NC3=C(N2CC2=CN=CN2CC)C=C(C=C3)C(=O)OC)C=CC(=C1)Cl Methyl 2-((4-((2-((2,4-dichlorophenoxy)methyl)pyridin-4-yl)oxy)piperidin-1-yl)methyl)-1-((1-ethyl-1H-imidazol-5-yl)methyl)-1H-benzo[d]imidazole-6-carboxylate